((2S,4S)-1-acryloyl-4-(6,8-dichloro-7-(6-fluoroquinolin-8-yl)-4-(((S)-1-methylpyrrolidin-2-yl)methoxy)-1H-[1,2,3]triazolo[4,5-c]quinolin-1-yl)piperidin-2-yl)acetonitrile C(C=C)(=O)N1[C@@H](C[C@H](CC1)N1N=NC=2C(=NC=3C(=C(C(=CC3C21)Cl)C=2C=C(C=C1C=CC=NC21)F)Cl)OC[C@H]2N(CCC2)C)CC#N